1-((3,3-difluorocyclopentyl)methyl)-4-methyl-N-(2-(methylsulfonyl)pyridin-4-yl)-3-(trifluoromethyl)-1H-pyrazole-5-carboxamide FC1(CC(CC1)CN1N=C(C(=C1C(=O)NC1=CC(=NC=C1)S(=O)(=O)C)C)C(F)(F)F)F